C(#N)C1=C(SC2=C1C(=NC=C2F)C=2C1=C(C=3C=NC(=NC3C2F)OC[C@H]2N(C[C@@H](C2)OC)C)COC1)NC(OC(C)(C)C)=O tert-Butyl N-[3-cyano-7-fluoro-4-[5-fluoro-3-[[(2S,4R)-4-methoxy-1-methyl-pyrrolidin-2-yl]methoxy]-7,9-dihydrofuro[3,4-f]quinazolin-6-yl]thieno[3,2-c]pyridin-2-yl]carbamate